C1(CC1)C1=NC=NC(=C1C1=NC=C2C(=N1)N(N=C2)CC21C3C4C5(C3C2C5C14)C=1N(C=C(N1)C(F)(F)F)C)OC 6-(4-cyclopropyl-6-methoxypyrimidin-5-yl)-1-((4-(1-methyl-4-(trifluoromethyl)-1H-imidazol-2-yl)cuban-1-yl)methyl)-1H-pyrazolo[3,4-d]pyrimidine